IC1=C(C=CC=C1)C1=CC=C(C=C1)C 2-iodo-4'-methyl-1,1'-biphenyl